CN1C(=CC(C=C1C(F)(F)F)=O)N1C(C2(CC1)CCN(CC2)C(=O)OC(C)(C)C)=O tert-butyl 2-(1-methyl-4-oxo-6-(trifluoromethyl)-1,4-dihydropyridin-2-yl)-1-oxo-2,8-diazaspiro[4.5]decane-8-carboxylate